Cl.ClC=1C=NC=C(C1)CN(C)C 3-Chloro-5-((dimethylamino)methyl)pyridine hydrochloride